CC1=CC=C2CCN(C(C2=C1)C1=CC=CC=C1)C(CCC(=O)NCCC)=O 4-(7-Methyl-1-phenyl-3,4-dihydro-1H-isoquinolin-2-yl)-4-oxo-N-propylbutyric acid amide